ClC=1C(=NC(=C(C1)F)C1=CC=C2C=CNC2=C1F)C(=O)[O-] 3-chloro-5-fluoro-6-(7-fluoro-1H-indol-6-yl)pyridine-2-carboxylate